4-Methyl-butyrolactone CC1CCC(=O)O1